[Fe].[Nb].[Cu].[Ti].[Zr] zirconium titanium copper niobium iron